CN1N=C2C=CC=C(C2=C1)N 2-methyl-4-aminoindazole